N-(2,5-dimethyl-4,5-dihydropyrazolo[1,5-a]pyrido[3,4-e]pyrazin-6-yl-4,4-d2)cyclopropanecarboxamide CC1=NN2C(C(N(C3=C2C=CN=C3NC(=O)C3CC3)C)([2H])[2H])=C1